[Si](C1=CC=CC=C1)(C1=CC=CC=C1)(C(C)(C)C)OCC1CCC(CC1)C1=CC=C(C=N1)B(O)O (6-(4-(((tert-butyldiphenylsilyl)oxy)methyl)cyclohexyl)pyridin-3-yl)boronic acid